C1(CC1)C#N Cyclopropanenitrile